C[C@@H]1NC(NN=C1C1=CC(=C(C=C1)NCC1=NC=CN=C1)C(F)(F)F)=O (5S)-5-methyl-6-[4-{[(pyrazin-2-yl)methyl]amino}-3-(trifluoromethyl)phenyl]-4,5-dihydro-1,2,4-triazin-3(2H)-one